tert-butyl 3-(5-(5-(3-cyclopropyl-1-(4-methyl-1,4-diazepan-1-yl)propyl)-2-fluorophenylcarbamoyl)-3-(trifluoromethyl)-1H-pyrazol-1-yl)benzylcarbamate C1(CC1)CCC(N1CCN(CCC1)C)C=1C=CC(=C(C1)NC(=O)C1=CC(=NN1C=1C=C(CNC(OC(C)(C)C)=O)C=CC1)C(F)(F)F)F